FC(C1(C(=O)O)C(C(=O)O)=CC(C(=O)O)(C(C(=O)O)=C1)C(F)(F)F)(F)F 1,4-ditrifluoromethylpyromellitic acid